2-(2-bromo-5-fluoro-4-nitrophenyl)-N-(2,2,2-trifluoroethyl)propanamide BrC1=C(C=C(C(=C1)[N+](=O)[O-])F)C(C(=O)NCC(F)(F)F)C